C(C1=CC=CC=C1)O[C@H]([C@H](C(=O)O)NC(=O)OC(C)(C)C)C (2r,3s)-3-(benzyloxy)-2-[(tert-butoxycarbonyl)amino]butyric acid